N'-[(2-methyl-2H-tetraazol-5-yl)methyl]urea CN1N=C(N=N1)CNC(N)=O